ClC1=CC=2N=CN=C(C2N=C1)OC1=CC=C(C=C1)NC(=O)C1(CC1)C(=O)NC1=CC=C(C=C1)F 1-N-[4-(7-chloropyrido[3,2-d]pyrimidin-4-yl)oxyphenyl]-1-N'-(4-fluorophenyl)cyclopropane-1,1-dicarboxamide